N=1C(N=CC2=CC=C3C(C12)=CN=N3)=O Pyrazoloquinazolon